4-(((6-methoxyquinazolin-4-yl)amino)methyl)benzenesulfonamide COC=1C=C2C(=NC=NC2=CC1)NCC1=CC=C(C=C1)S(=O)(=O)N